4,8,11-trimercaptomethyl-3,6,9,12-tetrathiatetradecane-1,14-diol SCC(SCCO)CSCC(SCC(SCCO)CS)CS